(S)-2-(((4-Oxochroman-7-yl)oxy)(pyridin-4-yl)methyl)benzonitrile O=C1CCOC2=CC(=CC=C12)O[C@H](C1=C(C#N)C=CC=C1)C1=CC=NC=C1